OC(CNC1CCN(CC1)CCOC)C1=CC=C(C=C1)O 4-(1-hydroxy-2-((1-(2-methoxyethyl)piperidin-4-yl)amino)ethyl)phenol